C1(=CC=CC=C1)C=1C(NC2=CC(=CC=C2C1)C(F)(F)F)=O 3-phenyl-7-trifluoromethyl-quinolinone